1-(2-Hydroxyethyl)-3-methylimidazole OCCN1CN(C=C1)C